(S)-4-((1-((2-fluorobenzyl)amino)-1-oxopropan-2-yl)amino)-4-oxobutanoic acid-2,2,3,3-d4 FC1=C(CNC([C@H](C)NC(C(C(C(=O)O)([2H])[2H])([2H])[2H])=O)=O)C=CC=C1